Cl.CC1=CNC2=NC=CC(=C21)N2CCSC(=C2)C(=O)NC[C@H]2CNCC2 (R)-4-(3-methyl-1H-pyrrolo[2,3-b]pyridin-4-yl)-N-(pyrrolidin-3-ylmethyl)-3,4-dihydro-2H-1,4-thiazine-6-carboxamide hydrochloride